(R)-2-(2-fluoro-6-hydroxyphenyl)-N-methoxy-N-methyl-4,5-dihydrothiazole-4-carboxamide FC1=C(C(=CC=C1)O)C=1SC[C@H](N1)C(=O)N(C)OC